3-([1,2,4]triazolo[1,5-a]pyridin-6-yl)-N-(1-methyl-1H-pyrazol-3-yl)thieno[3,2-b]pyridin-5-amine N=1C=NN2C1C=CC(=C2)C2=CSC=1C2=NC(=CC1)NC1=NN(C=C1)C